[1,2,4]Triazolo[1,2-b]Phthalazine-1,3(2H)-dione C1(NC(N2N1C=C1C=CC=CC1=C2)=O)=O